tert-butyl 4-[[1-[2-(2,6-dioxo-3-piperidyl)-1,3-dioxo-isoindolin-5-yl]-4-piperidyl] oxy]-piperidine-1-carboxylate O=C1NC(CCC1N1C(C2=CC=C(C=C2C1=O)N1CCC(CC1)OC1CCN(CC1)C(=O)OC(C)(C)C)=O)=O